Cl.Cl.CN(C1CNCC1)C N,N-dimethylpyrrolidin-3-amine dihydrochloride